ClC1=C(C(=NC(=N1)C1=NC=CC=C1)C)C(F)(F)F 6-chloro-4-methyl-2-(2-pyridyl)-5-trifluoromethylpyrimidine